C12CN(CC2C1)C1=CC=C(C(=N1)C)CN1N=C(C(=C1)C(=O)N[C@@H]1CCC=2C1=NNC2C)C(C)(C)O 1-[(6-{3-Azabicyclo[3.1.0]hex-3-yl}-2-methylpyridin-3-yl)methyl]-3-(2-hydroxypropan-2-yl)-N-[(6R)-3-methyl-2H,4H,5H,6H-cyclopenta[c]pyrazol-6-yl]-1H-pyrazole-4-carboxamide